[N+](=[N-])=CC(=O)O.C(C)(C)(C)C1=NC=CC=C1 t-butyl-pyridine diazoacetate